C(C1=CC=CC=C1)OC1CC(C1)(C=O)F 3-benzyloxy-1-fluoro-cyclobutanecarbaldehyde